Dichloroacetonitrile ClC(C#N)Cl